FC(C)(F)C1=NC(=CC(=N1)NC1=CC(=NC=C1C1=NC=C(N=C1)CN1CCN(CC1)C)NC(C)=O)C N-(4-((2-(1,1-difluoroethyl)-6-methylpyrimidin-4-yl)amino)-5-(5-((4-methylpiperazin-1-yl)methyl)pyrazin-2-yl)pyridin-2-yl)acetamide